ClC1=NC=CC(=C1)N1N=CC(=C1)S(=O)(=O)NC=1C=CC=C2C=NN(C12)C 1-(2-chloropyridin-4-yl)-N-(1-methylindazol-7-yl)pyrazole-4-sulfonamide